CCCCCCCCCCCCCCCCCC(=O)OC[C@H](COP(=O)([O-])OCC[N+](C)(C)C)OC(=O)CC/C=C\C/C=C\C/C=C\C/C=C\C/C=C\C/C=C\CC 1-octadecanoyl-2-(4Z,7Z,10Z,13Z,16Z,19Z-docosahexaenoyl)-sn-glycero-3-phosphocholine